COB1OC(C2=C1C=CC(=C2)NC2=NC=C(C(=C2)N[C@H](CO)C2=CC=CC=C2)C2=NC=NO2)C (2S)-2-((2-((1-methoxy-3-methyl-1,3-dihydrobenzo[c][1,2]oxaborol-5-yl)amino)-5-(1,2,4-oxadiazol-5-yl)pyridin-4-yl)amino)-2-phenylethan-1-ol